4-(6,7-Dichloro-10-(1H-pyrazol-4-yl)-1,2,3,4-tetrahydropyrazino[1,2-a]indole-2-carbonyl)-1-methylpyrrolidin-2-one ClC1=C(C=CC=2C(=C3N(C12)CCN(C3)C(=O)C3CC(N(C3)C)=O)C=3C=NNC3)Cl